2H-benzimidazol-2-one N=1C(N=C2C1C=CC=C2)=O